methyl 2-[2-(2-{5'-fluoro-1'H-[4,6'-biindazol]-1-yl}acetamido)acetamido]acetate FC=1C=C2C=NNC2=CC1C=1C=2C=NN(C2C=CC1)CC(=O)NCC(=O)NCC(=O)OC